CN1N=C(C=C1OC1=CC(=C(C=C1C)NC=N)C)C(F)F N-[4-(1-methyl-3-difluoromethyl-1H-pyrazol-5-yloxy)-2,5-dimethylphenyl]formamidine